(S)-N-(3-(2-((1,5-dimethyl-1H-pyrazol-3-yl)amino)-5-methylpyrimidin-4-yl)-1H-indol-7-yl)-2-(3-((6-((2-hydroxyethyl)amino)pyrimidin-4-yl)oxy)pyrrolidin-1-yl)acetamide CN1N=C(C=C1C)NC1=NC=C(C(=N1)C1=CNC2=C(C=CC=C12)NC(CN1C[C@H](CC1)OC1=NC=NC(=C1)NCCO)=O)C